C(C1=CC=CC=C1)NC1=NC=C(C2=C1CCO2)Br N-benzyl-7-bromo-2,3-dihydrofuro[3,2-c]Pyridin-4-amine